NC1=C(C=CC=C1)[P@@](=O)(C)C1=NC(=NC=C1C(F)(F)F)N[C@@H]1CNCCC1 4-[(S)-(2-aminophenyl)(methyl)phosphoryl]-N-[(3S)-piperidin-3-yl]-5-(trifluoromethyl)pyrimidin-2-amine